5-((4R,5R)-5-methyl-2-oxooxazolidin-4-yl)pentanoic acid C[C@@H]1[C@H](NC(O1)=O)CCCCC(=O)O